1-methyl-4-[3-(1-methyl-4-piperidyl)propyl]piperidin CN1CCC(CC1)CCCC1CCN(CC1)C